O1C(=CC=C1)[SiH]([O-])C=1OC=CC1 di(2-furyl)silanolate